C(C)(C)(C)OC(N(C1CC2(C(N(C=3C2=NC=CC3)C3=CC=C(C=C3)C(F)(F)F)=O)C1)C)=O methyl-((1s,3s)-2'-oxo-1'-(4-(trifluoromethyl)phenyl)-1',2'-dihydrospiro[cyclobutane-1,3'-pyrrolo[3,2-b]pyridin]-3-yl)carbamic acid tert-butyl ester